N1=CC(=CC=C1)N1CCC(CC1)C(=O)O (pyridin-3-yl)piperidine-4-carboxylic acid